(4-bromo-2-methoxyphenyl)-5-(trifluoromethyl)pyrazol-3-ol BrC1=CC(=C(C=C1)C=1C(=NNC1C(F)(F)F)O)OC